tert-butyl ((cis)-4-(2-methyl-2-(methylsulfonamido)propyl)cyclohexyl)-carbamate CC(C[C@H]1CC[C@H](CC1)NC(OC(C)(C)C)=O)(C)NS(=O)(=O)C